(S)-4-(2-azidopropan-2-yl)-6-chloro-1-((4-(methylsulfonyl)butan-2-yl)oxy)-2,7-naphthyridine N(=[N+]=[N-])C(C)(C)C1=CN=C(C2=CN=C(C=C12)Cl)O[C@@H](C)CCS(=O)(=O)C